FC(C(C(F)(F)F)(C1=CC=C(C=C1)I)O[SiH](C)C)(F)F ((1,1,1,3,3,3-Hexafluoro-2-(4-iodophenyl)propan-2-yl)oxy)dimethylsilane